FC(C1=C(C=CC=C1)S(=O)(=O)CC1CCN(CC1)C(=O)OC(C)(C)C)F tert-Butyl 4-(((2-(difluoromethyl)phenyl)sulfonyl)methyl)piperidine-1-carboxylate